ClC(C1=NC(=NC(=N1)C(Cl)(Cl)Cl)C=CC=1OC(=CC1)C)(Cl)Cl 2,4-bis-trichloromethyl-6-[2-(5-methylfuran-2-yl)vinyl]-1,3,5-triazine